(2S,5R)-1-(4-(1H-pyrazol-1-yl)benzoyl)-5-(2-chlorophenyl)pyrrolidine-2-carboxylic acid N1(N=CC=C1)C1=CC=C(C(=O)N2[C@@H](CC[C@@H]2C2=C(C=CC=C2)Cl)C(=O)O)C=C1